4-(4-fluorophenyl)-5-oxo-3-thioxo-2,3,4,5-tetrahydro-1,2,4-triazine-6-carboxylic acid ethyl ester C(C)OC(=O)C=1C(N(C(NN1)=S)C1=CC=C(C=C1)F)=O